3-(benzyl(2-(pyridin-2-yl)ethyl)amino)propanoic acid C(C1=CC=CC=C1)N(CCC(=O)O)CCC1=NC=CC=C1